6-bromo-N-[5-(cyanomethyl)-3-fluoro-6-methoxy-2-pyridinyl]pyrazolo[1,5-a]pyridine-3-sulfonamide BrC=1C=CC=2N(C1)N=CC2S(=O)(=O)NC2=NC(=C(C=C2F)CC#N)OC